pyridin-3-olate N1=CC(=CC=C1)[O-]